CC1=NN(C2=NC=C(C=C21)NC(C=C)=O)C2=CC(=NC=C2)C(F)(F)F N-(3-methyl-1-(2-(trifluoromethyl)pyridin-4-yl)-1H-pyrazolo[3,4-b]pyridin-5-yl)acrylamide